(3S,7S,8aS)-3-(4-chlorobenzyl)-2-(1-(pyrimidin-2-yl)piperidin-4-yl)octahydro-pyrrolo[1,2-a]pyrazin-7-ol 2,2,2-trifluoroacetate FC(C(=O)O)(F)F.ClC1=CC=C(C[C@@H]2N(C[C@H]3N(C2)C[C@H](C3)O)C3CCN(CC3)C3=NC=CC=N3)C=C1